3-benzyl-1-methyl-3-azabicyclo[3.1.0]hexane-6-carbaldehyde C(C1=CC=CC=C1)N1CC2(C(C2C1)C=O)C